3α-ethynyl-3α-hydroxyandrostan-17-one oxime C(#C)[C@@]1(CC2CC[C@H]3[C@@H]4CCC([C@@]4(C)CC[C@@H]3[C@]2(CC1)C)=NO)O